(1s,4S)-4-(3-chloro-2-methylanilino)-2'-[(2R)-3-hydroxy-2-methylpropyl]-5'-methyl-2',3'-dihydrospiro[cyclohexane-1,1'-isoindole]-4-carboxylic acid ClC=1C(=C(NC2(CCC3(N(CC4=CC(=CC=C34)C)C[C@H](CO)C)CC2)C(=O)O)C=CC1)C